(3s,4r)-N-(4-fluorophenyl)-3-methyl-piperidin-4-amine FC1=CC=C(C=C1)N[C@H]1[C@H](CNCC1)C